FC(C(C#C)N)(F)F 1,1,1-trifluorobut-3-yn-2-amine